C1(=CC=C(C=C1)C1=NOC(=N1)CSC1=NN=C(S1)NC(C1=CC=CC=C1)=O)C N-(5-(((3-(p-tolyl)-1,2,4-oxadiazol-5-yl)methyl)thio)-1,3,4-thiadiazol-2-yl)benzamide